3-glycidyloxypropylmethyldiethyl-Oxysilane C(C1CO1)OCCC[Si](OCC)(OCC)C